OC1=CC(=C(C=CC2=CC([C@@H]3C([C@H]2C3)(C)C)=O)C(=C1)OC)OC (1s,5r)-4-(4-hydroxy-2,6-dimethoxystyryl)-6,6-dimethylbicyclo[3.1.1]hept-3-en-2-one